(3R)-11-(2,4-difluorophenyl)-3-methoxy-8-(piperazin-1-yl)-10-(trifluoromethyl)-3,4-dihydro-2H,6H-[1,4]thiazepino[2,3,4-ij]quinazolin-6-one FC1=C(C=CC(=C1)F)C1=C(C=C2C(=NC(N3C2=C1SC[C@@H](C3)OC)=O)N3CCNCC3)C(F)(F)F